3-((Z)-2-[2-(cyclopropylamino)pyrimidin-5-yl]-2-fluoroethenyl)-4-fluoro-N-[(1S,2S)-2-hydroxycyclohexyl]benzamide C1(CC1)NC1=NC=C(C=N1)/C(=C/C=1C=C(C(=O)N[C@@H]2[C@H](CCCC2)O)C=CC1F)/F